tert-butyl 5-(2-(2-(3-(2-(2-((2-(2,6-dioxopiperidin-3-yl)-1-oxoisoindolin-5-yl)amino)ethoxy)ethoxy)-4-fluorophenyl)acetamido)-5-methylthiazol-4-yl)indoline-1-carboxylate O=C1NC(CCC1N1C(C2=CC=C(C=C2C1)NCCOCCOC=1C=C(C=CC1F)CC(=O)NC=1SC(=C(N1)C=1C=C2CCN(C2=CC1)C(=O)OC(C)(C)C)C)=O)=O